C(C=C)OC(=O)N1C[C@@H]([C@H](CC1)F)NC1=CC=CC(=N1)C1=CN=C2N1C=CC(=C2)C(=O)OC methyl 3-(6-(((3S,4S)-1-((allyloxy)carbonyl)-4-fluoropiperidin-3-yl)amino)pyridin-2-yl)imidazo[1,2-a]pyridine-7-carboxylate